2-chloro-9,10-bis(isopropoxycarbonylhexadecyloxy)anthracene ClC1=CC2=C(C3=CC=CC=C3C(=C2C=C1)OCCCCCCCCCCCCCCCCC(=O)OC(C)C)OCCCCCCCCCCCCCCCCC(=O)OC(C)C